(R)-N-(2-methyl-4-(N-(1-(1-methylpiperidin-4-yl)ethyl)sulfamoyl)phenyl)-2-(trifluoromethyl)benzamide ethyl-8-hydroxy-6-oxo-5H-pyrido[2,3-b]pyrazine-7-carboxylate C(C)OC(=O)C1=C(C=2C(=NC=CN2)NC1=O)O.CC1=C(C=CC(=C1)S(N[C@H](C)C1CCN(CC1)C)(=O)=O)NC(C1=C(C=CC=C1)C(F)(F)F)=O